(S)-3-methoxy-N-(6-(5-methyl-6,7-dihydro-5H-pyrrolo[2,1-c][1,2,4]triazol-3-yl)pyridin-2-yl)-1-(oxetan-3-ylmethyl)-1H-pyrazole-4-carboxamide COC1=NN(C=C1C(=O)NC1=NC(=CC=C1)C=1N2C(=NN1)CC[C@@H]2C)CC2COC2